2-((1-benzylpiperidin-4-yl)methyl)-5-(piperidin-4-yl)-2,3-dihydro-1H-indene-1-one C(C1=CC=CC=C1)N1CCC(CC1)CC1C(C2=CC=C(C=C2C1)C1CCNCC1)=O